FC1=CC=C(C=C1[N+](=O)[O-])OB(O)O 4-fluoro-5-nitrophenylboric acid